N[C@@H](CC#N)COC1=C2C(NC=NC2=CC(=C1Cl)Br)=O (S)-3-amino-4-((7-bromo-6-chloro-4-oxo-3,4-dihydroquinazolin-5-yl)oxy)butanenitrile